FC1=CC=C(C=C1)\C(\C)=C\1/C=C(C2=CC=CC=C12)CC(=O)O (E)-2-(1-(1-(4-Fluorophenyl)ethylidene)-1H-inden-3-yl)acetic acid